(R)-2-(5-((1-(6-fluorodibenzo[b,d]furan-2-yl)ethyl)amino)-2-(2-fluorophenyl)-6-oxopyrimidin-1(6H)-yl)acetic acid ethyl ester C(C)OC(CN1C(=NC=C(C1=O)N[C@H](C)C1=CC2=C(OC3=C2C=CC=C3F)C=C1)C1=C(C=CC=C1)F)=O